CN1C(=NC=C1C(=O)O)CN1C[C@H](CC1)N1C(N(C=2C1=NC=CC2)C2=CC=C(C=C2)C2=CC=NC=C2)=O (S)-1-Methyl-2-((3-(2-oxo-1-(4-(pyridin-4-yl)phenyl)-1,2-dihydro-3H-imidazo[4,5-b]pyridin-3-yl)pyrrolidin-1-yl)methyl)-1H-imidazole-5-carboxylic Acid